(R)-2-((1-(2-cyano-3-(4-(2-cyanopyridin-3-yl)piperazin-1-yl)-7-methyl-quinoxalin-5-yl)ethyl)amino)benzoic acid C(#N)C1=NC2=CC(=CC(=C2N=C1N1CCN(CC1)C=1C(=NC=CC1)C#N)[C@@H](C)NC1=C(C(=O)O)C=CC=C1)C